N1(CCNCC1)C1=CNC2=C1N=NC(=C2)C2=C(C=C(C=C2)C=2C=NNC2)O 2-[7-(piperazin-1-yl)-5H-pyrrolo[3,2-c]pyridazin-3-yl]-5-(1H-pyrazol-4-yl)phenol